CC1=C(C(=CC(=C1)C)C)CC(=O)Cl 2,4,6-trimethylbenzeneacetyl chloride